C1NCC12CC(C2)CC=2C=NC(=C(C#N)C2)C(F)(F)F 5-(2-azaspiro[3.3]-heptan-6-ylmethyl)-2-(trifluoromethyl)-nicotinonitrile